(4aR)-3-acryloyl-11-chloro-10-(2-fluoro-6-hydroxyphenyl)-8-(2-isopropyl-4-methylpyridin-3-yl)-1,2,3,4,4a,5-hexahydropyrazino[1',2':4,5][1,4]Oxazino[2,3-c][1,8]Naphthyridin-7(8H)-one C(C=C)(=O)N1C[C@H]2N(C3=C(C(N(C=4N=C(C(=CC34)Cl)C3=C(C=CC=C3O)F)C=3C(=NC=CC3C)C(C)C)=O)OC2)CC1